Cl.O=C1NC(CCC1N1N=C(C2=C(C=CC=C12)C=1C=NN(C1)CCC1CCNCC1)C)=O 4-(2-(4-(1-(2,6-dioxopiperidin-3-yl)-3-methyl-1H-indazole-4-yl)-1H-pyrazol-1-yl)ethyl)piperidine hydrochloride